O=C1NC(CCC1N1C(C2=CC=CC(=C2C1)C=1C=NN(C1)CCNC(OC(C)(C)C)=O)=O)=O tert-Butyl (2-(4-(2-(2,6-dioxopiperidin-3-yl)-1-oxoisoindolin-4-yl)-1H-pyrazol-1-yl)ethyl)carbamate